methyl 4-bromo-7-chloro-pyrazolo[1,5-a]pyridine-3-carboxylate BrC=1C=2N(C(=CC1)Cl)N=CC2C(=O)OC